6-(2-(3-Chlorophenyl)-4-methyloxazol-5-yl)-2-(tetrahydro-2H-pyran-2-yl)pyridazin ClC=1C=C(C=CC1)C=1OC(=C(N1)C)C1=CC=CN(N1)C1OCCCC1